1-(4-((4-(Tert-butyl)phenyl)amino)benzyl)-3-cyclopropyl-1-hydroxyurea C(C)(C)(C)C1=CC=C(C=C1)NC1=CC=C(CN(C(=O)NC2CC2)O)C=C1